N-(4-chloro-7-nitro-1-(2,2,2-trifluoroethyl)-1H-indazol-3-yl)-N-(4-methoxybenzyl)methanesulfonamide ClC1=C2C(=NN(C2=C(C=C1)[N+](=O)[O-])CC(F)(F)F)N(S(=O)(=O)C)CC1=CC=C(C=C1)OC